Benzo-1,4-dioxane-6-boronic acid O1CCOC2=C1C=CC(=C2)B(O)O